FC1=C(C(=O)O)C=CC(=C1)C(F)(F)F 2-fluoro-4-(trifluoromethyl)benzoic acid